C1(CCCC1)N1C(=CC2=C1N=C(N=C2)NC2=CC=C(C=N2)C2CCN(CC2)C(C)C)C(=O)O 7-cyclopentyl-2-(1'-isopropyl-1',2',3',4',5',6'-hexahydro-[3,4']bipyridinyl-6-ylamino)-7H-pyrrolo[2,3-d]pyrimidine-6-carboxylic acid